NC=1C(=NON1)N1N=NC(=C1)C(=O)NN=CC1=CC=NC2=CC=CC=C12 1-(4-amino-1,2,5-oxadiazol-3-yl)-N'-(quinolin-4-ylmethylene)-1H-1,2,3-triazole-4-carbohydrazide